BrCCCCCCCCN(C(CCCCCCCCC)=O)CCCCCCCCCC N-(8-bromooctyl)-N-decyldecanamide